1,8-Dimethyl-3-ethyl-2,9-dioxabicyclo[3.3.1]non-7-en-6-one CC12OC(CC(C(C=C1C)=O)O2)CC